[N+](=O)([O-])C1=CC(=NC=C1)OCCC1=CC=C(C=C1)C(F)(F)F 4-nitro-2-{2-[4-(trifluoromethyl)phenyl]ethoxy}pyridine